O1CCOC12[C@H](CCC2)N2N=CC(=C2)C=2C(=C(C=CC2)C2=NN(C1=CN=C(C=C12)NC(=O)C1CC1)C)OC (S)-N-(3-(3-(1-(1,4-dioxaspiro[4.4]nonan-6-yl)-1H-pyrazol-4-yl)-2-methoxyphenyl)-1-methyl-1H-pyrazolo[3,4-c]pyridin-5-yl)cyclopropanecarboxamide